F[C@H]1C[C@H](N2N=C(N=C21)N2N=NC=1C=NC=CC12)C1=CC=CC=C1 1-[(5s,7s)-7-fluoro-5-phenyl-6,7-dihydro-5H-pyrrolo[1,2-b][1,2,4]triazol-2-yl]triazolo[4,5-c]pyridine